2-(6-amino-2-methyl-1H-benzimidazol-1-yl)-5-fluoro-N-[4-(trifluoromethyl)phenyl]pyrimidine NC=1C=CC2=C(N(C(=N2)C)C2N(C=C(C=N2)F)C2=CC=C(C=C2)C(F)(F)F)C1